ClC1=CC=C2C=CC(=NC2=N1)NC1=NC(=NC=C1)NC1=CC(=C(C=C1)OC1CC(C1)N(C)C)OC 4-(7-chloro-1,8-diaza-2-naphthylamino)-2-{3-methoxy-4-[(1s,3s)-3-(dimethylamino)cyclobutoxy]phenylamino}pyrimidine